ClC1=C(C(=CC=C1)C(F)(F)F)NC(NC(C(=O)N(C)C)=CC1=CC(=CC=C1)[N+](=O)[O-])=O (S)-2-(3-(2-chloro-6-(trifluoromethyl)phenyl)ureido)-N,N-dimethyl-3-(3-nitrophenyl)propenamide